4-Chloro-2-((methylthio)methyl)pyridine ClC1=CC(=NC=C1)CSC